N-(4-cyclopentylphenyl)-2-({1-[2-(dimethylamino)ethyl]-1H-tetrazol-5-yl}sulfanyl)-5-nitrobenzamide hydrochloride Cl.C1(CCCC1)C1=CC=C(C=C1)NC(C1=C(C=CC(=C1)[N+](=O)[O-])SC1=NN=NN1CCN(C)C)=O